C(C)(C)C=1C(=NNC1C=1C=C(C=2N(C1)N=CN2)C)C(=O)N[C@@H]2CN(CCC2)C2COC2 (S)-4-isopropyl-5-(8-methyl-[1,2,4]triazolo[1,5-a]pyridin-6-yl)-N-(1-(oxetan-3-yl)piperidin-3-yl)-1H-pyrazole-3-carboxamide